N-(2-Bromo-4-(perfluoropropan-2-yl)-6-(trifluoromethyl)phenyl)-3-(4-cyano-N-(dicyclopropylmethyl)benzamido)-2-fluorobenzamid BrC1=C(C(=CC(=C1)C(C(F)(F)F)(C(F)(F)F)F)C(F)(F)F)NC(C1=C(C(=CC=C1)N(C(C1=CC=C(C=C1)C#N)=O)C(C1CC1)C1CC1)F)=O